CN1C(SC=C1)=N 3-methylthiazol-2-imine